ClC1=CC(=C(C=C1)C1=CC=2N(N=C1[C@@H]1C[C@@H](OCC1)C1=NOC(=N1)C1CC1)C(C(=C(N2)C)C)=O)F (4-chloro-2-fluoro-phenyl)-7-[(2R,4S)-2-(5-cyclopropyl-1,2,4-oxadiazol-3-yl)tetrahydropyran-4-yl]-2,3-dimethyl-pyrimido[1,2-b]pyridazin-4-one